(R)-(3-([1,1'-Biphenyl]-2-ylethynyl)-1H-pyrazolo[3,4-b]pyridin-5-yl)(3-(dimethylamino)pyrrolidin-1-yl)methanone C1(=C(C=CC=C1)C#CC1=NNC2=NC=C(C=C21)C(=O)N2C[C@@H](CC2)N(C)C)C2=CC=CC=C2